FC(C(C)(C)O)(F)C=1C(=C(C=CC1)[C@@H](C)NC1=NC(=NC2=CC3=C(C=C12)N(C([C@@]3(OC)CC)=O)C)C)F (R)-4-(((R)-1-(3-(1,1-difluoro-2-hydroxy-2-methylpropyl)-2-fluorophenyl)ethyl)amino)-8-ethyl-8-methoxy-2,6-dimethyl-6,8-dihydro-7H-pyrrolo[2,3-g]quinazolin-7-one